Methyl 4-amino-3-[[(3S)-4,4-dimethyltetrahydrofuran-3-yl]amino]benzoate NC1=C(C=C(C(=O)OC)C=C1)N[C@@H]1COCC1(C)C